CC1(C=CC=C1)[Hf](N(CC)CC)(N(CC)CC)N(CC)CC (methylcyclopentadienyl)tris(diethylamino)hafnium